N-phenylaminopropyl-trimethoxysilane CO[Si](CCCNC1=CC=CC=C1)(OC)OC